ClC=1C=CC(=C(C1)C1=CC(N(C=C1OC)C(C(=O)NC1=CC(=C(C(=O)N)C=C1)F)CC)=O)N1N=NC(=C1)C(F)F 4-({2-[4-{5-chloro-2-[4-(difluoromethyl)-1H-1,2,3-triazol-1-yl]phenyl}-5-methoxy-2-oxopyridin-1(2H)-yl]butanoyl}amino)-2-fluorobenzamide